OC(COC=1C(C=C(OC1)CO)=O)COC1=C(C=CC(=C1)C(C)C)C 5-(2-Hydroxy-3-(5-isopropyl-2-methylphenoxy)propoxy)-2-(hydroxymethyl)-4H-pyran-4-one